trans-4-(3-(3-((dimethylamino)methyl)styryl)-1H-indazol-6-yl)pyrimidin-2-amine CN(C)CC=1C=C(/C=C/C2=NNC3=CC(=CC=C23)C2=NC(=NC=C2)N)C=CC1